(S)-2-((4-(6-((3-methylpyrazolo[1,5-a]pyridin-5-yl)methoxy)pyridin-2-yl)piperidin-1-yl)methyl)-1-((oxetan-2-yl)methyl)-1H-benzo[d]imidazole-6-Carboxylic acid CC=1C=NN2C1C=C(C=C2)COC2=CC=CC(=N2)C2CCN(CC2)CC2=NC1=C(N2C[C@H]2OCC2)C=C(C=C1)C(=O)O